OC[C@H](C)NC(CN1C[C@@H](CCC1)NC(OC(C)(C)C)=O)=O tert-butyl ((R)-1-(2-(((S)-1-hydroxypropan-2-yl)amino)-2-oxoethyl)piperidin-3-yl)carbamate